tert-butyl (1-((1r,4r)-4-carbamoylcyclohexyl)ethyl)carbamate C(N)(=O)C1CCC(CC1)C(C)NC(OC(C)(C)C)=O